2',3'-di-O-benzyloxycarbonyl-5'-deoxy-4'-fluoro-5'-iodo-1'-C-methyluridine C(C1=CC=CC=C1)OC(=O)O[C@H]1[C@@](O[C@@]([C@H]1OC(=O)OCC1=CC=CC=C1)(CI)F)(N1C(=O)NC(=O)C=C1)C